Methyl [5-bromo-3-[2-(tert-butoxycarbonyl-methyl-amino)-ethyl]-2,4-dioxo-3,4-dihydro-2H-pyrimidin-1-yl]-acetate BrC=1C(N(C(N(C1)CC(=O)OC)=O)CCN(C)C(=O)OC(C)(C)C)=O